(S)-2-((4-(3-(benzyloxy)-1,2,4-thiadiazol-5-yl)piperazin-1-yl)methyl)-1-(oxetan-2-ylmethyl)-1H-benzo[d]imidazole-6-carboxylic acid methyl ester COC(=O)C=1C=CC2=C(N(C(=N2)CN2CCN(CC2)C2=NC(=NS2)OCC2=CC=CC=C2)C[C@H]2OCC2)C1